N-(5-(benzylamino)quinolin-8-yl)quinolin-8-sulfonamide C(C1=CC=CC=C1)NC1=C2C=CC=NC2=C(C=C1)NS(=O)(=O)C=1C=CC=C2C=CC=NC12